ClC=1C=C(C(=O)NC)C=CC1N1CCNCC1 3-chloro-N-methyl-4-(piperazin-1-yl)benzamide